(-)-p-nitrophenyl-2-amino-1,3-propanediol hydrochloride Cl.[N+](=O)([O-])C1=CC=C(C=C1)C(C(CO)N)O